(S)-β-(benzyloxycarbonylamino)-γ-butyrolactone C(C1=CC=CC=C1)OC(=O)N[C@H]1CC(=O)OC1